4-bromo-1,6-dichloro-2,7-naphthyridine BrC1=CN=C(C2=CN=C(C=C12)Cl)Cl